C(C)(C)OC(C1=C(C=C(C=C1)Br)C)=O 4-bromo-2-methylbenzoic acid isopropyl ester